[C@H]12CN(C[C@H](CC1)N2)C=2C1=C(N=C(N2)OCCC=2C=NC=CC2)C(=C(N=C1)C1=CC=CC2=CC=C(C=C12)F)F 4-((1R,5S)-3,8-diazabicyclo[3.2.1]octan-3-yl)-8-fluoro-7-(7-fluoronaphthalen-1-yl)-2-(2-(pyridin-3-yl)ethoxy)pyrido[4,3-d]pyrimidine